CN1C2=NC(=NC(=C2N=C1)N1CCC(CC1)OC(F)(F)F)CNC(C=C)=O N-((9-Methyl-6-(4-(trifluoromethoxy)piperidin-1-yl)-9H-purin-2-yl)methyl)acrylamide